2-(4-fluorophenyl)quinoline FC1=CC=C(C=C1)C1=NC2=CC=CC=C2C=C1